C(CC)N([C@@H]1CC=2C=CC=C(C2CC1)N(CC(=O)[O-])C(CCCCCCCCCCCCCCC(=O)NCCC)=O)CCC=1SC=CC1 (S)-6-(propyl(2-(thiophen-2-yl)ethyl)amino)-5,6,7,8-tetrahydronaphthalen-1-yl(16-(propylamino)-16-Oxopalmitoyl)glycinate